5-methyl-3-(trifluoromethyl)-6a,7,9,10-tetrahydro-8H-pyrazino[1,2-a][1,8]naphthyridin CC1=CC2N(C=3N=CC(=CC13)C(F)(F)F)CCNC2